5-amino-N-methyl-N-((5-(trifluoromethyl)pyridin-2-yl)methyl)-[1,2,4]triazolo[4,3-c]quinazoline-9-carboxamide NC1=NC=2C=CC(=CC2C=2N1C=NN2)C(=O)N(CC2=NC=C(C=C2)C(F)(F)F)C